CS(=O)(=O)N1CCN(CC1)C=1C(NC=CN1)=O 3-(4-(methylsulfonyl)piperazin-1-yl)pyrazin-2(1H)-one